CC1=CC=C(C=N1)C=1C=C2C=CC=NC2=CC1 6-(6-methylpyridin-3-yl)quinolin